FC(C1=CC=C(C=C1)[C@@H](C(C)C)N1C[C@@H](N(C[C@H]1C)C=1C=2N=C(N(C2N2C(N1)=NN=C2)C[C@H]2OCCC2)C)C)F 4-((2S,5R)-4-((R)-1-(4-(difluoromethyl)phenyl)-2-methylpropyl)-2,5-dimethylpiperazin-1-yl)-2-methyl-1-(((S)-tetrahydrofuran-2-yl)methyl)-1H-[1,2,4]triazolo[3,4-b]purine